(3S)-5-[(1S,8aR)-2,5,5,8a-tetramethyl-4-oxo-4a,6,7,8-tetrahydro-1H-naphthalen-1-yl]-3-methylpentanoic acid CC=1[C@@H]([C@]2(CCCC(C2C(C1)=O)(C)C)C)CC[C@@H](CC(=O)O)C